2-bromo-7-iodo-5-((2-(trimethylsilyl)ethoxy)methyl)-5H-pyrrolo[2,3-b]pyrazine BrC=1N=C2C(=NC1)N(C=C2I)COCC[Si](C)(C)C